N-(2-(pyridin-4-yl)ethyl)-3-(1,2,5-trimethyl-1H-indol-3-yl)propionamide 5-bromo-4-chloro-3-Indolyl-phosphate BrC=1C(=C2C(=CNC2=CC1)OP(=O)(O)O)Cl.N1=CC=C(C=C1)CCNC(CCC1=C(N(C2=CC=C(C=C12)C)C)C)=O